tert-Butyl (3R)-3-{[5-(2-chloro-4-methylphenyl)-1-trityl-1H-indazol-3-yl]carbamoyl}piperidine-1-carboxylate ClC1=C(C=CC(=C1)C)C=1C=C2C(=NN(C2=CC1)C(C1=CC=CC=C1)(C1=CC=CC=C1)C1=CC=CC=C1)NC(=O)[C@H]1CN(CCC1)C(=O)OC(C)(C)C